C(C1=CC=CC=C1)OC(=O)C=1C(OCCC1)C(F)(F)F (trifluoromethyl)-5,6-dihydro-2H-pyran-3-carboxylic acid benzyl ester